5-{4-[4-(3,5-dicyclopropylpyridin-2-yl)piperazine-1-carbonyl]phenyl}-5-propylimidazolidine-2,4-dione C1(CC1)C=1C(=NC=C(C1)C1CC1)N1CCN(CC1)C(=O)C1=CC=C(C=C1)C1(C(NC(N1)=O)=O)CCC